(S)-5-(tert-butoxy)-4-((((S)-1,5-di-tert-butoxy-1,5-dioxopentan-2-yl)carbamoyl)oxy)-5-oxopentanoic acid C(C)(C)(C)OC([C@H](CCC(=O)O)OC(N[C@H](C(=O)OC(C)(C)C)CCC(=O)OC(C)(C)C)=O)=O